C(C)(=O)[O-] (R-R-R-R-R-R-R)-acetate